C1(=CC=CC=C1)P(=O)(C=1C=C2C=CN(C2=CC1)C)C1=CC=CC=C1 5-(diphenylphosphinyl)-1-methylindole